NC1=NC=CC=C1C1=NC=2C(=NC(=CC2)C2=CC=CC=C2)N1C1=CC=C(C=C1)CNC1=NC=NC(=N1)Cl N-[[4-[2-(2-amino-3-pyridyl)-5-phenyl-imidazo[4,5-b]pyridin-3-yl]phenyl]methyl]-4-chloro-1,3,5-triazin-2-amine